CC=1C=NN(C1)CC1=CC=C(C=N1)CN (6-((4-Methyl-1H-pyrazol-1-yl)methyl)pyridin-3-yl)methanamine